O1S(N=CC2=C1C=CC=C2)(=O)=O 1,2,3-Benzoxathiazine 2,2-Dioxide